5-((2R,5S)-2,5-dimethylpiperazin-1-yl)-2-(4-isopropyl-5-(8-methoxy-[1,2,4]triazolo[1,5-a]pyridin-6-yl)-1H-pyrazol-3-yl)thiazole C[C@H]1N(C[C@@H](NC1)C)C1=CN=C(S1)C1=NNC(=C1C(C)C)C=1C=C(C=2N(C1)N=CN2)OC